C(CCC(=O)ON1C(CCC1=O)=O)(=O)OC1C(CCCC1)OC 2-methoxycyclohexyl (2,5-dioxopyrrolidin-1-yl) succinate